O=C1[C@H](NCC1)C(=O)O ketoproline